tert-butyl-9-benzyl-3-thia-7,9-diazabicyclo[3.3.1]nonane-7-carboxylate C(C)(C)(C)OC(=O)N1CC2CSCC(C1)N2CC2=CC=CC=C2